S(=O)(=O)(O)O.C1(=CC=CC=C1)S(=O)(=O)O benzenesulfonic acid sulfate